ClC1=C(N=C(N1C1=NC=C(C=C1OC(F)F)C[C@@H](C(F)(F)F)C)CC)C(=O)OCC |o1:17| ethyl 5-chloro-1-(3-(difluoromethoxy)-5-((S*)-3,3,3-trifluoro-2-methylpropyl)pyridin-2-yl)-2-ethyl-1H-imidazole-4-carboxylate